CC1=NC(=C(C(=O)O)C(=C1Cl)C)OC1=C(C=C(C=C1)C#N)OC methyl-5-chloro-2-(4-cyano-2-methoxyphenoxy)-4-methylnicotinic acid